CC1=CC(NS(O1)(=O)=O)=O 6-methyl-3,4-dihydro-1,2,3-oxathiazin-4-one 2,2-dioxide